BrC=1C(=NC(=CC1)SCC)Cl 3-bromo-2-chloro-6-(ethylsulfanyl)pyridine